3-(4-Methylbenzylidene)-camphor CC1=CC=C(C=C2C(C3(CCC2C3(C)C)C)=O)C=C1